CS(=O)(=O)OCC1[C@H]2CN(C[C@@H]12)C(=O)OCC1=CC=CC=C1 benzyl (1R,5S,6r)-6-(((methylsulfonyl)oxy)methyl)-3-azabicyclo[3.1.0]hexane-3-carboxylate